BrC1=CC=C(S1)S(=O)(=O)NC(C1=C(C=C(C=C1O)C1(CCCC1)C#N)Cl)=O N-((5-bromothiophen-2-yl)sulfonyl)-2-chloro-4-(1-cyanocyclopentyl)-6-hydroxybenzoamide